(3R,5R)-5-(3-((2-(morpholinomethyl) pyrazolo[1,5-a]pyrazin-4-yl)amino)-1H-pyrazol-5-yl)tetrahydrofuran-3-yl isopropylcarbamate C(C)(C)NC(O[C@H]1CO[C@H](C1)C1=CC(=NN1)NC=1C=2N(C=CN1)N=C(C2)CN2CCOCC2)=O